N1C=NC2=C1C=CC(=C2)N2C(NCC2C2=CC(=CC=C2)N2CCCCC2)=O 1-(1H-Benzo[d]imidazol-5-yl)-5-(3-(piperidin-1-yl)phenyl)imidazolidin-2-on